N-{(1R,5S)-8-methyl-8-azabicyclo[3.2.1]oct-3-yl}-6-[3-(4-mesyl-2-anisidino)-1-propynyl]-1-(2,2,2-trifluoroethyl)-1H-1,3-benzimidazole-4-carboxamide CN1[C@H]2CC(C[C@@H]1CC2)NC(=O)C2=CC(=CC=1N(C=NC12)CC(F)(F)F)C#CCNC=1C(OC)=CC=C(C1)S(=O)(=O)C